(S)-4-(cyclopropylethynyl)-4-(1,1-difluoroethyl)-7-((4-methyl-6-oxopyrimidin-1(6H)-yl)methyl)-3,4-dihydroquinazolin-2(1H)-one C1(CC1)C#C[C@@]1(NC(NC2=CC(=CC=C12)CN1C=NC(=CC1=O)C)=O)C(C)(F)F